N-(allyloxy)-4-((4-((2-(dimethylphosphoryl)phenyl)amino)-5-(trifluoromethyl)pyrimidin-2-yl)amino)benzamide C(C=C)ONC(C1=CC=C(C=C1)NC1=NC=C(C(=N1)NC1=C(C=CC=C1)P(=O)(C)C)C(F)(F)F)=O